N-(3-chloro-2-methylphenyl)-2-{[(2S)-Tetrahydrofuran-2-ylmethyl]amino}-6-({[2-(trifluoromethyl)phenyl]carbonyl}amino)-1H-benzimidazole-4-carboxamide ClC=1C(=C(C=CC1)NC(=O)C1=CC(=CC=2NC(=NC21)NC[C@H]2OCCC2)NC(=O)C2=C(C=CC=C2)C(F)(F)F)C